2-(8-quinolinyl)-2,5-dihydro-1H-pyrido[4,3-b]Indol-1-one N1=CC=CC2=CC=CC(=C12)N1C(C2=C(NC=3C=CC=CC23)C=C1)=O